C(C)C1=CC=CC2=C(C3=CC=CC=C3C(=C12)OC(=O)C1C(CC=CC1)C(=O)O)OC(=O)C1C(CC=CC1)C(=O)O 1-ethyl-9,10-bis[2-carboxy(4-cyclohexenyl)]carbonyloxyanthracene